tert-butyl (3S,4S)-3-fluoro-4-[[4-[7-methoxy-6-(oxetan-3-yl)imidazo[1,2-b]pyridazin-3-yl]pyrimidin-2-yl]amino]pyrrolidine-1-carboxylate F[C@H]1CN(C[C@@H]1NC1=NC=CC(=N1)C1=CN=C2N1N=C(C(=C2)OC)C2COC2)C(=O)OC(C)(C)C